Tri(4-methyl-2-pentyl)citrat CC(CC(C)C(C(C(C(=O)[O-])(C(C)CC(C)C)C(C)CC(C)C)(O)C(=O)[O-])C(=O)[O-])C